FC=1C=C(C=CC1F)[C@@H]1[C@H](CN[C@@H](C1)CCCO)C1=C(SC2=C1C=1N(CCO2)N=CC1)C(=O)N ((3S,4S,6R)-4-(3,4-difluorophenyl)-6-(3-hydroxypropyl)piperidin-3-yl)-5,6-dihydropyrazolo[1,5-d]thieno[3,2-f][1,4]oxazepin-2-carboxamide